Cl.NCC1=CC=C(CNC(=O)[C@H]2[C@@H](CC[C@H](C2)C)C(C)C)C=C1 (1R,2S,5R)-N-(4-(aminomethyl)benzyl)-2-isopropyl-5-methylcyclohexanecarboxamide hydrochloride